C(C)(C)(C)OC(=O)NC1(CC2=CC(=CC=C2CC1)OC1=CC2=CC(=CC=C2C=C1)OC)C(=O)OC methyl 2-((tert-butoxycarbonyl)amino)-7-((7-methoxynaphthalen-2-yl)oxy)-1,2,3,4-tetrahydronaphthalene-2-carboxylate